FC1=C(N=CC2=C1N=C(N=C2N2C[C@H]1CC[C@@H](C2)N1C(=O)OC(C)(C)C)OCC12CCCN2CCC1)C1=CC=CC2=CC=CC(=C12)SC tert-butyl (1R,5S)-3-(8-fluoro-7-(8-(methylthio)naphthalen-1-yl)-2-((tetrahydro-1H-pyrrolizin-7a(5H)-yl)methoxy)pyrido[4,3-d]pyrimidin-4-yl)-3,8-diazabicyclo[3.2.1]octane-8-carboxylate